C(C)(C)(C)OC(=O)N1CCC(CC1)N(C=1C=NC=CC1OC)C=1C=NC(=CC1)Cl tert-butyl-4-[(6-chloro-3-pyridyl)-(4-methoxy-3-pyridyl)amino]piperidine-1-carboxylate